FC1=C(C=C(C(=C1OCOC)F)C(F)(F)F)C1=NN(C2=NC(=NC=C21)N2C[C@@H](OCC2)C=O)C (R)-4-(3-(2,4-Difluoro-3-(methoxymethoxy)-5-(trifluoromethyl)phenyl)-1-methyl-1H-pyrazolo[3,4-d]pyrimidin-6-yl)morpholine-2-carbaldehyde